C(CCCCCCCCC)(=O)N[C@@H](CCCNC(N)=N)C(=O)O decanoyl-arginine